rac-(2s,3s,4s,5r)-3-(3-(difluoromethyl)-4-fluoro-2-methoxyphenyl)-4,5-dimethyl-5-(trifluoromethyl)tetrahydrofuran-2-carboxylic acid methyl ester COC(=O)[C@H]1O[C@]([C@H]([C@H]1C1=C(C(=C(C=C1)F)C(F)F)OC)C)(C(F)(F)F)C |r|